[Si](C)(C)(C(C)(C)C)OCCN1CC(CCC1)C1CN(C1)C1=CN=C2C(=N1)NN=C2I 6-(3-(1-(2-((tert-butyldimethylsilyl)oxy)ethyl)piperidin-3-yl)azetidin-1-yl)-3-iodo-1H-pyrazolo[3,4-b]pyrazine